C1(CC1)C(=O)N1[C@@H](CN(CC1)C1=NC(=NC(=C1C#N)NC(C)C)C=1C=NN(C1)C)C 4-[(3R)-4-(cyclopropylcarbonyl)-3-methylpiperazin-1-yl]-6-[(1-methylethyl)amino]-2-(1-methyl-1H-pyrazol-4-yl)pyrimidine-5-carbonitrile